N[C@H]([C@H](O)C)C(=O)O (D)-allo-threonine